(3,5-dihydroxyphenyl)ethan-1-one OC=1C=C(C=C(C1)O)C(C)=O